6-(methoxymethyl)nicotinamide COCC1=NC=C(C(=O)N)C=C1